CC1(C2=CC=CC=C2C=2C=CC(=CC12)N(C1=CC=C(C=C1)C1=C(C=C(C=C1C1=CC=CC=C1)C1=CC=CC=C1)C1=CC=CC=C1)C1=CC=2C(C3=CC=CC=C3C2C=C1)(C)C)C N,N-bis(9,9-dimethyl-9H-fluoren-2-yl)-N-[4-{(2,4,6-triphenyl)phenyl}phenyl]amine